N1(CCNCC1)C(=O)OC1=C(C=CC(=C1)F)F 2,5-difluorophenyl piperazine-1-carboxylate